N1CCNCC1 (RS)-Piperazine